2-(3,3-bis(tert-butoxycarbonyl)-1-methyl-7-phenyl-1,2,3,4-tetrahydronaphthalen-1-yl)acetic acid C(C)(C)(C)OC(=O)C1(CC(C2=CC(=CC=C2C1)C1=CC=CC=C1)(C)CC(=O)O)C(=O)OC(C)(C)C